FC=1C=C(C(=O)N2CCN(CC2)C2=CC=C(N=N2)C(=O)NS(=O)(=O)CCC(F)(F)F)C=CC1C=1C=NC=C(C1)O 6-[4-[3-Fluoro-4-(5-hydroxypyridin-3-yl)benzoyl]piperazin-1-yl]-N-(3,3,3-trifluoropropylsulfonyl)pyridazine-3-carboxamide